NCC1=CC=C(C=C1)C1=CC=C(C=C1)CC(=O)N[C@H](C(=O)N1[C@@H](C[C@H](C1)O)C(=O)NCC1=CC=C(C=C1)C1=C(N=CS1)C)C(C)(C)C (2S,4R)-1-[(2S)-2-[[2-[4-[4-(aminomethyl)phenyl]phenyl]acetyl]amino]-3,3-dimethyl-butanoyl]-4-hydroxy-N-[[4-(4-methylthiazol-5-yl)phenyl]methyl]pyrrolidine-2-carboxamide